C12N(CC(NC1)CC2)C=2C1=C(N=C(N2)OC[C@H]2N(CCC2)C)C(N(CC1)C1=CC(=CC2=CC=C(C(=C12)C#C)F)O)=O 4-(2,5-Diazabicyclo[2.2.2]octan-2-yl)-7-(8-ethynyl-7-fluoro-3-hydroxynaphthalen-1-yl)-2-(((S)-1-methylpyrrolidin-2-yl)methoxy)-6,7-dihydropyrido[3,4-d]pyrimidin-8(5H)-one